C(C=C)N1S(CC(C2=C1C=CC(=C2)SC)=O)(=O)=O 1-allyl-6-(methylthio)-1H-2,1-benzothiazin-4(3H)-one 2,2-dioxide